C(C1=CC=CC=C1)OC[C@]12[C@H](N(CC(C1)C(=O)OCC)C)CCC2 ethyl (4aS,7aR)-4a-[(benzyloxy)methyl]-1-methyl-octahydro-1H-cyclopenta[b]pyridine-3-carboxylate